FC(C1=CC=C(C(=O)O)C=C1)F 4-(difluoro-methyl)benzoic acid